(R)-2-(1-Acetylpiperidin-2-yl)-N-(5-chloro-4-(5,5-dimethyl-5,6-dihydro-4H-pyrrolo[1,2-b]pyrazol-3-yl)pyridin-2-yl)acetamide C(C)(=O)N1[C@H](CCCC1)CC(=O)NC1=NC=C(C(=C1)C1=C2N(N=C1)CC(C2)(C)C)Cl